NC=1N=NC(=CC1C1=CC=C(CN2CCN(CC2)CCCNC(OC(C)(C)C)=O)C=C1)C1=C(C=CC=C1)O tert-butyl (3-(4-(4-(3-amino-6-(2-hydroxyphenyl)pyridazin-4-yl)benzyl)piperazin-1-yl)propyl)carbamate